CC(C=O)CC1=CC=CC=C1 methyl-3-phenylpropionaldehyde